FC1=NC=CC=C1C1=NN2C(=NC=3C=CC=CC3C2=N1)NC=1C(N=CC=CC1)=O (3R)-3-{[2-(2-Fluoropyridin-3-yl)[1,2,4]triazolo[1,5-c]quinazolin-5-yl]amino}azepin-2-one